2-{[4-(Benzyloxy)-2-cyclopropylphenyl]amino}-6-cyano-N-(propan-2-yl)benzamide C(C1=CC=CC=C1)OC1=CC(=C(C=C1)NC1=C(C(=O)NC(C)C)C(=CC=C1)C#N)C1CC1